3-(4-cyano-2-methoxy-phenoxy)-5-methyl-6-(trifluoromethyl)pyridazine-4-carboxylic acid C(#N)C1=CC(=C(OC=2N=NC(=C(C2C(=O)O)C)C(F)(F)F)C=C1)OC